N-(2-(difluoromethoxy)-4-(4-methylpiperazin-1-yl)-5-nitrophenyl)-4-(1-methyl-1H-indol-3-yl)pyrimidin-2-amine FC(OC1=C(C=C(C(=C1)N1CCN(CC1)C)[N+](=O)[O-])NC1=NC=CC(=N1)C1=CN(C2=CC=CC=C12)C)F